ClC=1C(=NC=CC1C1=NC(=C(C=C1)CNC[C@@H]1NC(CC1)=O)OC)C=1C(=C(C=CC1)NC(C1=NC=C(C=C1)CNCC(C)(C)O)=O)C (R)-N-(3-(3'-chloro-6-methoxy-5-((((5-oxopyrrolidin-2-yl)methyl)amino)methyl)-[2,4'-bipyridin]-2'-yl)-2-methylphenyl)-5-(((2-hydroxy-2-methylpropyl)amino)methyl)picolinamide